C(C)OC(=O)C=1NC2=CC(=CC(=C2C1)NC1=CC(=C(C=C1)F)Cl)Cl.C(C1=CC=CC=C1)N(C(=S)SSCCCCCCCCCSSC(N(CC1=CC=CC=C1)CC1=CC=CC=C1)=S)CC1=CC=CC=C1 1,9-bis(N,N'-dibenzylthiocarbamoyldithio)nonane Ethyl-4-((4-fluoro-3-chlorophenyl)amino)-6-chloro-1H-indole-2-carboxylate